BrC=1C=C2CN3C(C2=CC1)=NC(=C3)C(F)(F)F 7-bromo-2-(trifluoromethyl)-5H-imidazo[2,1-a]isoindole